C1(CCCCC1)C(N1C[C@@]2(CC1)OCCN1C2=CC(=N1)C=1C=C(C(=NC1)N)C(F)(F)F)C=1NC=CN1 5-{(3'R)-1'-[cyclohexyl(1H-imidazol-2-yl)methyl]-6,7-dihydrospiro[pyrazolo[5,1-c][1,4]oxazine-4,3'-pyrrolidin]-2-yl}-3-(trifluoromethyl)pyridin-2-amine